methyl 4-methyl-1-(2,2,2-trifluoroethyl)-1H-indazole-3-carboxylate CC1=C2C(=NN(C2=CC=C1)CC(F)(F)F)C(=O)OC